2-(pyridin-4-yl)-9H-pyrrolo[2,3-b:4,5-c']dipyridine N1=CC=C(C=C1)C1=CC=C2C(=N1)NC1=C2C=NC=C1